C1(=C(C(=C(C1C#N)C#N)C#N)C#N)C#N cyclopent-1,3-diene-1,2,3,4,5-penta-carbonitrile